4-((6-bromo-2-pyridinyl)oxymethyl)-3-fluoro-benzonitrile BrC1=CC=CC(=N1)OCC1=C(C=C(C#N)C=C1)F